COC1=CC=C(C=C1)C(OC[C@H]1[C@@H](C[C@@H](O1)N1C(N=C(C(=C1)C)NC(C1=CC=CC=C1)=O)=O)O)(C1=CC=CC=C1)C1=CC=C(C=C1)OC N-[1-[(2R,4R,5S)-5-[[bis(4-methoxyphenyl)-phenyl-methoxy]methyl]-4-hydroxy-tetrahydrofuran-2-yl]-5-methyl-2-oxo-pyrimidin-4-yl]benzamide